1-(2,2,3,3,3-pentafluoropropyl)-3-(4,4,5,5-tetramethyl-1,3,2-dioxaborolan-2-yl)pyrazole FC(CN1N=C(C=C1)B1OC(C(O1)(C)C)(C)C)(C(F)(F)F)F